OC(C1=CC=C(C=C1)O)(C1=CC=CC=C1)C1=C(C=CC=C1)OC 4-(hydroxy(2-methoxyphenyl)(phenyl)methyl)phenol